5-cyano-2-methylbenzo[d][1,3]dioxin C(#N)C1=CC=CC=2OC(OCC21)C